ClC1=NC=C(C=N1)OCC(F)F 2-Chloro-5-(2,2-difluoroethoxy)pyrimidine